S-(2-((5-(tert-Butyl)-7-(3,3-difluoropyrrolidin-1-yl)-3H-[1,2,3]triazolo[4,5-b]pyridin-3-yl)methyl)phenyl) ethanethioate C(C)(SC1=C(C=CC=C1)CN1N=NC=2C1=NC(=CC2N2CC(CC2)(F)F)C(C)(C)C)=O